(1R,2s)-1-amino-2,6-dimethyl-indan monohydrochloride Cl.N[C@@H]1[C@H](CC2=CC=C(C=C12)C)C